(R)-6-bromo-1-(1-(2,4-dichlorophenyl)ethyl)-4-fluoro-1H-benzo[d][1,2,3]triazole BrC=1C=C(C2=C(N(N=N2)[C@H](C)C2=C(C=C(C=C2)Cl)Cl)C1)F